CN1N=CC(=C1)NC1=NC=CC(=N1)N1C[C@H]2CC[C@@H](C1)N2C2(CN(C2)S(=O)(=O)C)CC#N {3-[(1R,5S)-3-{2-[(1-methyl-1H-pyrazol-4-yl)amino]pyrimidin-4-yl}-3,8-diazabicyclo[3.2.1]oct-8-yl]-1-(methylsulfonyl)azetidin-3-yl}acetonitrile